1-(4-bromo-1-methyl-1H-imidazol-2-yl)ethan-1-ol BrC=1N=C(N(C1)C)C(C)O